NC(C#N)=C(C#N)N 2,3-diaminobutenedinitrile